6-amino-N-((1R)-1-(3-fluoro-2-pyridinyl)ethyl)-N-((6-(trifluoromethyl)-3-pyridazinyl)methyl)-8,9-dihydro-7H-cyclopenta[c][1,8]naphthyridine-2-carboxamide NC1=NC2=NC=C(C=C2C2=C1CCC2)C(=O)N(CC=2N=NC(=CC2)C(F)(F)F)[C@H](C)C2=NC=CC=C2F